4-Amino-7-bromobenzo[d][1,3]dioxolane-5-carboxylic acid NC1=C(C=C(C=2OCOC21)Br)C(=O)O